molybdenum-titanium nickel [Ni].[Ti].[Mo]